t-butyloxycarbonyl-(5-oxo-5-(4-(5-(trifluoromethyl)pyrimidin-2-yl)piperazin-1-yl)pentyl)amide C(C)(C)(C)OC(=O)[N-]CCCCC(N1CCN(CC1)C1=NC=C(C=N1)C(F)(F)F)=O